CC(C)CC(=NCCNCCN=C(CC(C)C)C)C 2,4,12,14-tetramethyl-5,8,11-triaza-4,11-pentadecadiene